2-(1,3-dimethyl-3-(m-tolyl)ureido)-5-oxo-5H-thieno[3,2-b]pyran-6-carboxylic acid CN(C(=O)N(C=1C=C(C=CC1)C)C)C1=CC=2OC(C(=CC2S1)C(=O)O)=O